6-(difluoromethoxy)-5-fluoro-N-methyl-2,3-dihydrobenzofuran-3-amine FC(OC1=CC2=C(C(CO2)NC)C=C1F)F